ClC=1C=C2CN(CC2=CC1C(F)(F)F)C(CC[C@]1(C(NC(N1)=O)=O)C=1N(C=CN1)C)=O (R)-5-(3-(5-chloro-6-(trifluoromethyl)isoindolin-2-yl)-3-oxopropyl)-5-(1-methyl-1H-imidazol-2-yl)imidazolidine-2,4-dione